C(=O)(O)CN(C1=C(OCCOC2=C(N(CC(=O)O)CC(=O)O)C=CC=C2)C=CC=C1)CC(=O)O 2-[2-[2-[2-[bis(carboxymethyl)amino]phenoxy]ethoxy]-N-(carboxymethyl)-anilino]acetic acid